C(C1=CC=CC=C1)C1=C(SC=2N3C(COCC21)=NN=C3C)C#CC=3C=NN(C3)C3=C2C(N(C(C2=CC=C3)=O)C3C(NC(CC3)=O)=O)=O 4-(4-((3-Benzyl-9-methyl-4H,6H-thieno[2,3-e][1,2,4]triazolo[3,4-c][1,4]oxazepin-2-yl)ethynyl)-1H-pyrazol-1-yl)-2-(2,6-dioxopiperidin-3-yl)isoindolin-1,3-dion